6-((5-((3S,4S)-4-amino-3-methyl-2-oxa-8-azaspiro[4.5]decan-8-yl)pyrazin-2-yl)thio)-5-chloro-3-((4-hydroxytetrahydro-2H-pyran-4-yl)methyl)quinazolin-4(3H)-one N[C@@H]1[C@@H](OCC12CCN(CC2)C=2N=CC(=NC2)SC=2C(=C1C(N(C=NC1=CC2)CC2(CCOCC2)O)=O)Cl)C